Methyl (3S)-4-(2,2-dimethylpropanoyl)-3-(methoxymethyl)-3,5-dihydro-2H-1,4-benzoxazepine-8-carboxylate CC(C(=O)N1[C@H](COC2=C(C1)C=CC(=C2)C(=O)OC)COC)(C)C